C1(CC1)C1=NN(C=C1C=1N(C=CN1)C)C(=O)OC(C)(C)C tert-butyl 3-cyclopropyl-4-(1-methyl-1H-imidazol-2-yl)-1H-pyrazole-1-carboxylate